C1(=CC=CC=C1)CC(=O)SCCNC(CCNC([C@@H](C(COP(OP(OC[C@@H]1[C@H]([C@H]([C@@H](O1)N1C=NC=2C(N)=NC=NC12)O)OP(=O)(O)O)(=O)O)(=O)O)(C)C)O)=O)=O Phenylacetyl-Coenzyme A